O=C1NC(CCC1C1=NN(C2=CC(=CC=C12)OCC(=O)NCCC1=CC=C(C=C1)S(N)(=O)=O)C)=O 2-((3-(2,6-dioxopiperidin-3-yl)-1-methyl-1H-indazol-6-yl)oxy)-N-(4-sulfamoyl-phenethyl)acetamide